OCCC=C(C(=O)O)C.C(C(=C)C)(=O)OCCO hydroxyethyl methacrylate (2-Hydroxyethyl methacrylate)